FC1=CC=C2NCC(NC2=C1)C1=CC=C(C=C1)OC 7-fluoro-2-(4-methoxyphenyl)-1,2,3,4-tetrahydroquinoxaline